C1(CC1)C1=CC(=C2C(N(C=NN21)CC(=O)N2CC(C2)(C)F)=O)C2=CC=CC=C2 7-cyclopropyl-3-[2-(3-fluoro-3-methyl-azetidin-1-yl)-2-oxo-ethyl]-5-phenyl-pyrrolo[2,1-f][1,2,4]triazin-4-one